FC(N1C(=NC2=C(C=C(C=C2C1=O)F)[C@@H](C)N[S@](=O)C(C)(C)C)C1CCOCC1)F (R)-N-((R)-1-(3-(difluoromethyl)-6-fluoro-4-oxo-2-(tetrahydro-2H-pyran-4-yl)-3,4-dihydroquinazolin-8-yl)ethyl)-2-methylpropane-2-sulfinamide